COC=1C(=NC=C(N1)C)CNC(OC(C)(C)C)=O tert-butyl ((3-methoxy-5-methylpyrazin-2-yl)methyl)carbamate